6-(3-(1-((1R,3R,4R,5R)-4-fluoro-1-methyl-8-azabicyclo[3.2.1]oct-6-en-3-yl)vinyl)-1,2,4-triazin-6-yl)isoquinolin-7-ol F[C@@H]1[C@H](C[C@@]2(C=C[C@H]1N2)C)C(=C)C=2N=NC(=CN2)C=2C=C1C=CN=CC1=CC2O